2-((2-(cyclooctylamino)-3,5,6-trifluoro-4-sulfamoylphenyl)sulfonyl)ethyl propionate C(CC)(=O)OCCS(=O)(=O)C1=C(C(=C(C(=C1F)F)S(N)(=O)=O)F)NC1CCCCCCC1